3-(((tert-butyldimethylsilyl)oxy)methyl)-7-chloro-2,6-naphthyridine [Si](C)(C)(C(C)(C)C)OCC=1N=CC2=CC(=NC=C2C1)Cl